(R)-5-bromo-N-(1-(2,4-dichlorophenyl)ethyl)-2-nitroaniline BrC=1C=CC(=C(N[C@H](C)C2=C(C=C(C=C2)Cl)Cl)C1)[N+](=O)[O-]